(1s,4s)-4-((2-(2,6-dioxopiperidin-3-yl)-1-oxoisoindolin-4-yl)(pentyl)amino)cyclohexane-1-carboxamide O=C1NC(CCC1N1C(C2=CC=CC(=C2C1)N(C1CCC(CC1)C(=O)N)CCCCC)=O)=O